(2S,3R,4S)-2-[(2,2'-difluoro-3'-methyl[1,1'-biphenyl]-3-yl)methyl]-3-[(ethanesulfonyl)-amino]-4-fluoro-N,N-dimethylpyrrolidine-1-carboxamide FC1=C(C=CC=C1C[C@@H]1N(C[C@@H]([C@@H]1NS(=O)(=O)CC)F)C(=O)N(C)C)C1=C(C(=CC=C1)C)F